N-(4-amino-1,3-dihydro-furo[3,4-c]pyridin-7-yl)-2-(2-(imidazo[1,2-a]pyridin-6-yl)-5-methylpiperidin-1-yl)-2-oxoacetamide NC1=NC=C(C2=C1COC2)NC(C(=O)N2C(CCC(C2)C)C=2C=CC=1N(C2)C=CN1)=O